[Pd](Cl)Cl.C(C)(C)(C)P(C1=CC=C(C=C1)N(C)C)C(C)(C)C.C(C)(C)(C)P(C1=CC=C(C=C1)N(C)C)C(C)(C)C bis(di-tert-butyl-(4-dimethylamino-phenyl)phosphine) palladium dichloride